CC1=NC=C(C=O)C=C1 6-METHYLNICOTINALDEHYDE